N-(3-((2-((4-(1,4-diazabicyclo[3.2.1]octan-4-yl)-2-ethylphenyl)amino)-5-(trifluoromethyl)pyrimidin-4-yl)amino)propyl)-1-methylazetidine-3-carboxamide N12CCN(C(CC1)C2)C2=CC(=C(C=C2)NC2=NC=C(C(=N2)NCCCNC(=O)C2CN(C2)C)C(F)(F)F)CC